OC([C@H](N)C(=O)O)C(=O)O β-hydroxyaspartic acid